COCCCNS(N)(=O)=O N-(3-METHOXYPROPYL)SULFURIC DIAMIDE